ClC(CCCCCCC(=O)OC)=O Methyl 8-chloro-8-oxooctanoate